1-[(2R,3R,4S,5R)-5-[[6-[[(2S)-2,6-diaminohexanoyl]amino]-2-oxo-4H-1,3,2-benzodioxaphosphinin-2-yl]oxymethyl]-3,4-dihydroxy-tetrahydrofuran-2-yl]-1,2,4-triazole-3-carboxamide N[C@H](C(=O)NC=1C=CC2=C(COP(O2)(=O)OC[C@@H]2[C@H]([C@H]([C@@H](O2)N2N=C(N=C2)C(=O)N)O)O)C1)CCCCN